BrC=1N=C2C(=C(C(=NC2=CC1F)C)Cl)Cl 6-bromo-3,4-dichloro-7-fluoro-2-methyl-1,5-naphthyridine